(2R,3S,4S)-2-({4-[2-(3,3-difluoroazetidin-1-yl)-1,3-thiazol-5-yl]phenyl}methyl)-4-hydroxypyrrolidin-3-yl N-[(3-fluorophenyl)methyl]carbamate FC=1C=C(C=CC1)CNC(O[C@H]1[C@H](NC[C@@H]1O)CC1=CC=C(C=C1)C1=CN=C(S1)N1CC(C1)(F)F)=O